1-Methyl-1H-pyrazole-4-carboxylic acid [5-(7-fluoro-1-methyl-2-oxo-1,2,3,4-tetrahydro-quinolin-6-yl)-pyridin-3-ylmethyl]-methylamide FC1=C(C=C2CCC(N(C2=C1)C)=O)C=1C=C(C=NC1)CN(C(=O)C=1C=NN(C1)C)C